COC=1C=C(C=CC1)C1=CC(=CS1)C(=O)NC1=NC(=NS1)CN1CCN(CC1)C 5-(3-Methoxyphenyl)-N-(3-((4-methylpiperazin-1-yl)methyl)-1,2,4-thiadiazol-5-yl)thiophene-3-carboxamide